ClC=1C=CC=2N(C=3C=C4C(=CC3C(C2C1)=O)N(C1=CC=C(C=C1C4=O)Cl)CCCCCCOC4=CC(=CC(=C4)N4C1=CC=CC=C1C=1C=CC=CC41)N4C1=CC=CC=C1C=1C=CC=CC41)CCCCCCOC4=CC(=CC(=C4)N4C1=CC=CC=C1C=1C=CC=CC41)N4C1=CC=CC=C1C=1C=CC=CC41 2,9-dichloro-5,12-bis(6-(3,5-bis(9H-carbazole-9-yl)phenoxy)hexyl)-5,12-dihydroquinolino[2,3-B]acridine-7,14-dione